tert-Butyl (2-chloro-4-(1-hydroxy-2-methylpropyl)pyridin-3-yl)carbamate ClC1=NC=CC(=C1NC(OC(C)(C)C)=O)C(C(C)C)O